5-(4-((tert-butoxycarbonyl)amino)-3-chloro-1H-pyrazol-1-yl)quinoline-2-carboxylic acid C(C)(C)(C)OC(=O)NC=1C(=NN(C1)C1=C2C=CC(=NC2=CC=C1)C(=O)O)Cl